CCCCC1=C(C(=C(C(=C1O)C)C)C)C TETRAMETHYLBUTYLPHENOL